2-((tert-butyldimethylsilyloxy)propyl)-1H-pyrazol-3-amine [Si](C)(C)(C(C)(C)C)OCCCN1NC=CC1N